(5-ethyl-2-methyl-2-oxido-1,3,2-dioxaphosphorinan-5-yl)methylmethyl methylphosphonate CP(OCCC1(COP(OC1)(=O)C)CC)([O-])=O